C1(C(CCCC1)O)O cyclohexan-1,2-diol